C[N+]1(CCOCC1)[O-] 4-N-methyl-morpholine-N-oxide